CC=1C(=NN2CN(CCC21)C)C(=O)O 3,6-dimethyl-4,5,6,7-tetrahydropyrazolo[1,5-c]Pyrimidine-2-carboxylic acid